C(C1=CC=CC=C1)N1C[C@H]2N(C3=C(OCC2)C=C(C=N3)C(F)(F)F)CC1 (S)-9-benzyl-3-(trifluoromethyl)-7,7a,8,9,10,11-hexahydro-6H-pyrazino[1,2-d]pyrido[3,2-b][1,4]oxazepin